2-Chloro-N-[1-(2-cyclopropylpyridin-4-yl)-1H-indazol-4-yl]-5-{[(methoxyacetyl)amino]methyl}benzamide ClC1=C(C(=O)NC2=C3C=NN(C3=CC=C2)C2=CC(=NC=C2)C2CC2)C=C(C=C1)CNC(COC)=O